5-hydroxy-2-(2-chlorophenyl)-5-(trifluoromethyl)-4,5-dihydrofuran-3-carbonitrile OC1(CC(=C(O1)C1=C(C=CC=C1)Cl)C#N)C(F)(F)F